N=1C(N=CC1)=[Se] imidazoleselon